C1(=CC=CC=C1)CCC/C=C/C(=O)OC(C)(C)C tert-butyl (E)-6-phenylhex-2-enoate